ClC=1C=CC=C2C(C(NC12)(CC1=NC2=CC=CC=C2C=C1)C1=CC=CC=C1)=O 7-chloro-2-phenyl-2-(2-quinolinylmethyl)indolin-3-one